NC1=NC(=CC(=N1)C=1C(=C(C#N)C=CC1)C)C=1N=NN(C1)CC1=NC(=CC=C1)C(C)(C)O 3-(2-amino-6-(1-((6-(2-hydroxypropan-2-yl)pyridin-2-yl)methyl)-1H-1,2,3-triazol-4-yl)pyrimidin-4-yl)-2-methylbenzonitrile